5-(4-((2,5-dimethyl-3-oxo-4H-quinoxalin-6-yl)methyl-d2)piperazin-1-yl)-6-methylpyridine-2-carboxamide CC1=NC2=CC=C(C(=C2NC1=O)C)C(N1CCN(CC1)C=1C=CC(=NC1C)C(=O)N)([2H])[2H]